dithionite S(=O)([O-])S(=O)[O-]